CSC1=CC=C(C(=C)C)C=C1 4-methylthio-alpha-methylstyrene